10-(4-(1-naphthyl)phenyl)-9-bromoanthracene C1(=CC=CC2=CC=CC=C12)C1=CC=C(C=C1)C1=C2C=CC=CC2=C(C2=CC=CC=C12)Br